COC=1C(=CC2=C(OCCO2)C1OC)C(C)=O 1-(7,8-dimethoxy-2,3-dihydrobenzo[b][1,4]dioxin-6-yl)ethanone